CN1C(=NC=C1)OC1=CC=C(C=C1)C1=NOC(=N1)CC(C(=O)O)=C 2-((3-(4-((1-methyl-1H-imidazol-2-yl)oxy)phenyl)-1,2,4-oxadiazol-5-yl)methyl)acrylic acid